C12(CC(C1)C2)C[C@@H](C(=O)NC2CC2)NC(=O)C=2SC(=CC2)[C@H](C)NC=2C(=NC=C(C2)Cl)C (2S)-3-{bicyclo[1.1.1]pentan-1-yl}-2-({5-[(1S)-1-[(5-chloro-2-methylpyridin-3-yl)amino]ethyl]thiophen-2-yl}formamido)-N-cyclopropylpropanamide